ClC1=C(C#N)C=CC(=N1)C1=CCCCO1 2-chloro-6-(3,4-dihydro-2H-pyran-6-yl)nicotinonitrile